NC[C@@H](CC1=CC=CC=C1)[N+]1=NOC(=C1)[N-]C(NC1=CC(=CC=C1)C(F)(F)F)=O (R)-(3-(1-amino-3-phenylpropan-2-yl)-1,2,3-oxadiazol-3-ium-5-yl)((3-(trifluoromethyl)phenyl)carbamoyl)amide